[Ir+3].N1=C(C=CC=C1)C=1N=NN[NH+]1 (5-(pyridin-2-yl)-tetrazolium) iridium (III)